O1CCC(CC1)C1=NC=CC(=C1)NC=1N=CC2=C(N1)CN(CC2)C(=O)OC(C)(C)C tert-butyl 2-{[2-(oxan-4-yl)pyridin-4-yl]amino}-5H,6H,7H,8H-pyrido[3,4-d]pyrimidine-7-carboxylate